5-(piperazine-1-yl)pyrazine-2-carbonitrile N1(CCNCC1)C=1N=CC(=NC1)C#N